N1=CN=C2NC=NC2=C1C=1C(=NC=CC1)NC=1C=C(C=CC1C)NC(C1=CC(=NC=C1)C(F)(F)F)=O N-(3-((3-(9H-Purin-6-yl)pyridin-2-yl)amino)-4-methylphenyl)-2-(trifluoromethyl)isonicotinamide